4-(5-chloro-2-fluoropyridin-3-yl)-3-methyloxane-4-ol ClC=1C=C(C(=NC1)F)C1(C(COCC1)C)O